S(=O)(=O)(ON1[C@@H]2CC[C@H](N(C1=O)C2)C(NS(=O)(=O)CNC(C)=O)=N)O (2S,5R)-2-(N-((acetamidomethyl) sulfonyl) carbamimidoyl)-7-oxo-1,6-diazabicyclo[3.2.1]octan-6-yl hydrogen sulfate